1-tert-Butoxycarbonylpiperidine-4-carboxylic acid C(C)(C)(C)OC(=O)N1CCC(CC1)C(=O)O